1-amino-3-methoxy-5-(methoxycarbonyl)pyridin-1-ium 2,4-dinitrophenolate [N+](=O)([O-])C1=C(C=CC(=C1)[N+](=O)[O-])[O-].N[N+]1=CC(=CC(=C1)C(=O)OC)OC